[3-(4-carbamoyltriazol-1-yl)-7-oxo-1,6-diazabicyclo[3.2.1]oct-3-en-6-yl]sulfat C(N)(=O)C=1N=NN(C1)C=1CN2C(N(C(C1)C2)OS(=O)(=O)[O-])=O